6-fluoro-1-(4-fluoro-3-methyl-phenyl)-2-tetrahydropyran-4-yl-indole FC1=CC=C2C=C(N(C2=C1)C1=CC(=C(C=C1)F)C)C1CCOCC1